N-(5-Chloro-6-(2H-1,2,3-triazol-2-yl)pyridin-3-yl)-1-(6-methylisochinolin-5-yl)-5-(trifluoromethyl)-1H-pyrazol-4-carboxamid ClC=1C=C(C=NC1N1N=CC=N1)NC(=O)C=1C=NN(C1C(F)(F)F)C1=C2C=CN=CC2=CC=C1C